N-(2,2-difluoroethyl)-5-(5-(o-tolyl)-1H-pyrrolo[2,3-b]pyridin-3-yl)pyrazolo[1,5-a]pyridine-3-carboxamide FC(CNC(=O)C=1C=NN2C1C=C(C=C2)C2=CNC1=NC=C(C=C12)C1=C(C=CC=C1)C)F